2-(2-(difluoromethoxy)-7-methylquinoxalin-5-yl)-5-fluorobenzo[d]thiazol-6-ol FC(OC1=NC2=CC(=CC(=C2N=C1)C=1SC2=C(N1)C=C(C(=C2)O)F)C)F